2-CHLORO-4-IODO-1H-INDOLE-3-CARBALDEHYDE ClC=1NC2=CC=CC(=C2C1C=O)I